CC1C(NC2=CC3=C(C=C2N1C(=O)OC(C)(C)C)OCC[C@@H]1N(C3)CCN(C1)C(=O)OC(C)(C)C)=O Di-tert-butyl (4aS)-10-methyl-11-oxo-1,2,4,4a,5,6,11,12-octahydro-3H,10H-pyrazino[1',2':5,6][1,5]oxazocino[2,3-g]quinoxaline-3,9(14H)-dicarboxylate